C1=NC(=C2C(=N1)N(C=N2)[C@H]3[C@@H]([C@@H]([C@H](O3)COP(=O)(O)O)O)O)NC(CC(=O)O)C(=O)O The molecule is the N(6)-(1,2-dicarboxyethyl) derivative of adenosine 5'-monophosphate. It has a role as a fundamental metabolite. It derives from a succinic acid and an adenosine 5'-monophosphate. It is a conjugate acid of a N(6)-(1,2-dicarboxylatoethyl)-AMP(4-).